C(C=CCCCCCCCCCCCC)=O pentadecaenal